C(C)(C)(C)OC(=O)NCC(C(=O)OCC)C1CCCC1 ethyl 3-[(tert-butoxycarbonyl) amino]-2-cyclopentylpropionate